(4-(1H-pyrazol-1-yl)piperidin-1-yl)(6-((3-chloro-5-(trifluoro-methyl)pyridin-2-yl)methoxy)-4-(piperidine-1-carbonyl)-quinolin-2-yl)methanone N1(N=CC=C1)C1CCN(CC1)C(=O)C1=NC2=CC=C(C=C2C(=C1)C(=O)N1CCCCC1)OCC1=NC=C(C=C1Cl)C(F)(F)F